Cl.N[C@@H](C)C1=NC=NN1C1=C(C#N)C=CC=N1 {5-[(1S)-1-aminoethyl]-1H-1,2,4-triazol-1-yl}nicotinonitrile hydrochloride